5-[(6,7-Difluoro-4-methylsulfanyl-1H-indol-5-yl)oxy]-2-fluoro-benzonitrile FC1=C(C(=C2C=CNC2=C1F)SC)OC=1C=CC(=C(C#N)C1)F